C(#N)C1=CC(=C(COC2=CC=CC(=N2)C2=CC(NC=C2)=O)C=C1)F 6-((4-cyano-2-fluorobenzyl)oxy)-2'-oxo-[2,4'-bipyridine]